4-ethoxy-N-{2-methylimidazo[1,2-a]pyrazin-6-yl}-2-(piperazin-1-yl)pyrimidine-5-carboxamide C(C)OC1=NC(=NC=C1C(=O)NC=1N=CC=2N(C1)C=C(N2)C)N2CCNCC2